C(#C)C1(CC2(CC2)C1)CC(=O)OC methyl 2-(5-ethynylspiro[2.3]hexane-5-yl)acetate